2-((3-(6-chloropyridin-3-yl)-5-methylisoxazol-4-yl)methyl)-5-(4-methoxy-4-methylpiperidin-1-yl)pyridazin-3(2H)-one ClC1=CC=C(C=N1)C1=NOC(=C1CN1N=CC(=CC1=O)N1CCC(CC1)(C)OC)C